BrCC(=O)N(CC(=O)OC(C)(C)C)C1CC1 tert-butyl N-(bromoacetyl)-N-cyclopropylglycinate